C(C)C1=C(C=CC=C1)CC diethyl-benzene